(6-methyl-3-(2H-1,2,3-triazol-2-yl)pyridin-2-yl)((1S,4R,6R)-6-((3-(trifluoromethyl)pyridin-2-yl)oxy)-2-azabicyclo[2.2.1]heptan-2-yl)methanone CC1=CC=C(C(=N1)C(=O)N1[C@@H]2[C@@H](C[C@H](C1)C2)OC2=NC=CC=C2C(F)(F)F)N2N=CC=N2